(1'-(8-((2-amino-3-chloropyridin-4-yl)thio)imidazo[1,2-c]pyrimidin-5-yl)-5-fluoro-1,3-dihydrospiro[inden-2,4'-piperidin]-3-yl)carboxylic acid tert-butyl ester C(C)(C)(C)OC(=O)C1C2=CC(=CC=C2CC12CCN(CC2)C2=NC=C(C=1N2C=CN1)SC1=C(C(=NC=C1)N)Cl)F